(S)-2-amino-N-(3-((4,11-diethyl-4-hydroxy-3,14-dioxo-3,4,12,14-tetrahydro-1H-pyrano[3',4':6,7]indolizino[1,2-b]quinolin-9-yl)oxy)propyl)acetamide NCC(=O)NCCCOC1=CC=2C(=C3C(=NC2C=C1)C1=CC2=C(C(N1C3)=O)COC([C@]2(O)CC)=O)CC